FC(C1=CC=C(/C=C/C=2C=C3C(=CNC3=CC2)NC(=O)C2CCC2)C=C1)(F)F (E)-N-(5-(4-(trifluoromethyl)styryl)-1H-indol-3-yl)cyclobutanecarboxamide